COC(=O)C=1N(N=CC1)CC=1SC(=CC1)C1=NOC(=N1)C(F)(F)F.C1(CC1)C1=CC(=C(N)C=C1C(F)(F)F)F 4-cyclopropyl-2-fluoro-5-(trifluoromethyl)aniline methyl-2-[[5-[5-(trifluoromethyl)-1,2,4-oxadiazol-3-yl]-2-thienyl]methyl]pyrazole-3-carboxylate